2-((4-(trifluoromethyl)benzyl)amino)pyrimidine-5-carbohydrazide FC(C1=CC=C(CNC2=NC=C(C=N2)C(=O)NN)C=C1)(F)F